3-[(3,3-dimethylpyrrolidin-1-yl)methyl]pyrrolidin-3-ol CC1(CN(CC1)CC1(CNCC1)O)C